C(C)(C)C1=CC2=C(N=C(O2)NC2=NC3=C(N2C)C=CC(=C3)C(=O)O)C=C1 ((6-isopropylbenzo[d]oxazol-2-yl)amino)-1-methyl-1H-benzo[d]imidazole-5-carboxylic acid